P(=O)(OC[C@@H](COC(CCCCCCCCCCCCC)=O)OC(CCCCCCCCCCCCC)=O)(OCC(COC(C)=O)OC(C)=O)[O-].[Na+] Sodium (R)-2,3-bis(tetradecanoyloxy)propyl (2,3-diacetoxypropyl) Phosphate